3''-chloro-4''-((pyridin-4-yl)methoxy)-3-(2-hydroxypropan-2-yl)-5',6''-dimethyl-2H,2''H-[1,2':4',1''-terpyridine]-2,2''-dione ClC=1C(N(C(=CC1OCC1=CC=NC=C1)C)C1=CC(=NC=C1C)N1C(C(=CC=C1)C(C)(C)O)=O)=O